para-allylanisole C(C=C)C1=CC=C(C=C1)OC